1-[4-[(E)-3-(3-Bromo-4-hydroxyphenyl)prop-2-enoyl]phenyl]-3-propan-2-ylurea BrC=1C=C(C=CC1O)/C=C/C(=O)C1=CC=C(C=C1)NC(=O)NC(C)C